C1(=CC=C(C=C1)CN1C(=NC=2N(C(N(C(C12)=O)C)=O)C)Br)C1=CC=CC=C1 7-([1,1'-biphenyl]-4-ylmethyl)-8-bromo-1,3-dimethyl-3,7-dihydro-1H-purine-2,6-dione